3-(ethylamino)-1-butanol C(C)NC(CCO)C